(3R)-6-fluoro-3-methyl-10-oxa-2,14,18,19,22-penta-azapentacyclo[14.5.2.18,11.04,9.019,23]tetracosa-1(22),4,6,8,11(24),16(23),17,20-octaen-15-one FC=1C=C2[C@H](NC=3C=CN4N=CC(C(NCCC=5OC2=C(C1)C5)=O)=C4N3)C